N1(CC1)C(=O)NC1=CC=C(C=C1)NC(=O)N1CC1 1,4-bis(ethyleniminocarbonylamino)benzene